CS(=O)(=O)C1=CC(=C(C=C1)NCC#CC=1N(C2=CC=CC(=C2C1)NC(NC1CCN(CC1)C)=O)CC(F)(F)F)OC 3-(2-{3-[(4-methanesulfonyl-2-methoxyphenyl)amino]prop-1-yn-1-yl}-1-(2,2,2-trifluoroethyl)-1H-indol-4-yl)-1-(1-methylpiperidin-4-yl)urea